C(#N)C1=CC=C(C=C1)C(C1=CC=C(C=C1)C1=CC=CC=C1)C1=CC=C(C=C1)C#N 4-[bis(4-cyanophenyl)methyl]biphenyl